N-cyclopropyl-6-[4-(1H-pyrazol-4-yl)-1,3-benzothiazol-7-yl]-N-(2,2,6,6-tetramethylpiperidin-4-yl)pyridazin-3-amine C1(CC1)N(C=1N=NC(=CC1)C1=CC=C(C=2N=CSC21)C=2C=NNC2)C2CC(NC(C2)(C)C)(C)C